4-(5-bromo-3-ethyl-2-nitrophenyl)morpholine BrC=1C=C(C(=C(C1)N1CCOCC1)[N+](=O)[O-])CC